CC1(CCCCC1)C(C=1N=C2N(C=CC(=C2)C2=C(CN(C2)C(=O)OC(C)(C)C)C(=O)OCC)C1)NC(=O)C1=NON=C1C O1-tert-Butyl O3-ethyl 4-(2-{(4-trans-methylcyclohexyl)[(4-methyl-1,2,5-oxadiazole-3-carbonyl)amino]methyl}imidazo[1,2-a]pyridin-7-yl)-2,5-dihydropyrrole-1,3-dicarboxylate